dimethyltrifluoromethane-sulfonamide CN(S(=O)(=O)C(F)(F)F)C